NC1CCN(CC1)C1=C2C=C(C=NC2=NC=C1C1=CC(=CC(=C1)C)F)C=1C(=C(C#N)C=C(C1)F)O 3-[5-(4-aminopiperidin-1-yl)-6-(3-fluoro-5-methylphenyl)-1,8-naphthyridin-3-yl]-5-fluoro-2-hydroxybenzonitrile